N1C(=NC=C1)C1=CC=C(C=C1)C=1N=C2SC3=C(N2C1)C=CC(=C3)C(=O)NCCCN(CC)CC 2-(4-(1H-imidazol-2-yl)phenyl)-N-(3-(diethylamino)propyl)benzo[d]imidazo[2,1-b]thiazole-7-carboxamide